benzyl-1,7,7-trimethyl-bicyclo[2.2.1]heptane-2,3-dione C(C1=CC=CC=C1)C12C(C(C(CC1)(C2(C)C)C)=O)=O